NC1=NC(=CC(=N1)N1CCC2(C[C@H](NC2)C(=O)OCC)CC1)O[C@@H](C(F)(F)F)C=1C(CC(=CC1)C1=CC=C(C=C1)F)(N1N=C(C=C1)C)F (S)-ethyl 8-(2-amino-6-((R)-1-(3,4'-difluoro-3-(3-methyl-1H-pyrazol-1-yl)-[1,1'-biphenyl]-4-yl)-2,2,2-trifluoroethoxy)pyrimidin-4-yl)-2,8-diazaspiro[4.5]decane-3-carboxylate